((S)-3-(3,5-difluorophenyl)isoxazolidin-2-yl)((3R,4S)-3-fluoro-1-(6-((R)-methylsulfinyl)pyrimidin-4-yl)piperidin-4-yl)methanone FC=1C=C(C=C(C1)F)[C@H]1N(OCC1)C(=O)[C@H]1[C@H](CN(CC1)C1=NC=NC(=C1)[S@](=O)C)F